S1C=C(C=C1)CCSCCN 2-{[2-(thiophen-3-yl)ethyl]sulfanyl}ethan-1-amine